lithium potassium 2-(tert-butyl)-2-hexyl malonate C(CC(=O)[O-])(=O)OC(C)(CCCC)C(C)(C)C.[K+].[Li+].C(C)(C)(C)C(C)(CCCC)OC(CC(=O)[O-])=O